BrC=1C(=NC=CC1)CO[C@@H]1CC[C@@H](CC1)C1=C(C(=CC=C1)F)F 3-bromo-2-(((cis-4-(2,3-difluorophenyl)cyclohexyl)oxy)methyl)pyridine